7-Amino-6-(3-methoxy-2,6-dimethylphenyl)-3-(4-methylpiperazine-1-yl)-5-oxo-5,6-dihydro-1,6-naphthyridine-8-carboxamide NC=1N(C(C=2C=C(C=NC2C1C(=O)N)N1CCN(CC1)C)=O)C1=C(C(=CC=C1C)OC)C